FC1=C(C=C(C=C1)C1=NOC(=N1)CN1C(NC2(C1=O)CCN(CC2)C(=O)OC(C)(C)C)=O)C(F)(F)F tert-butyl 3-((3-(4-fluoro-3-(trifluoromethyl) phenyl)-1,2,4-oxadiazol-5-yl) methyl)-2,4-dioxo-1,3,8-triazaspiro[4.5]decane-8-carboxylate